6-(4-chloro-1-isopropyl-1H-pyrazol-5-yl)-3-cyclopropyl-1-(4-(1-isopropyl-4-(trifluoromethyl)-1H-imidazol-2-yl)benzyl)-1H-pyrazolo[3,4-d]pyrimidine ClC=1C=NN(C1C1=NC=C2C(=N1)N(N=C2C2CC2)CC2=CC=C(C=C2)C=2N(C=C(N2)C(F)(F)F)C(C)C)C(C)C